2-[[(1R)-1-[2-(4-Cyanophenyl)-6-methyl-4-oxo-chromen-8-yl]ethyl]amino]benzoic acid C(#N)C1=CC=C(C=C1)C=1OC2=C(C=C(C=C2C(C1)=O)C)[C@@H](C)NC1=C(C(=O)O)C=CC=C1